tert-butyl 3-((S)-2-(4-((S)-3,3-dicyclopropyl-2-(1-isopropyl-1H-pyrazole-5-carboxamido)propanamido)-3-fluorophenyl)propanamido)-3-(trifluoromethyl)azetidine-1-carboxylate C1(CC1)C([C@@H](C(=O)NC1=C(C=C(C=C1)[C@@H](C(=O)NC1(CN(C1)C(=O)OC(C)(C)C)C(F)(F)F)C)F)NC(=O)C1=CC=NN1C(C)C)C1CC1